4-bromofuran-2-carbaldehyde BrC=1C=C(OC1)C=O